N-(benzo[d]thiazol-5-yl)-1-((2,2-difluorobenzo[d][1,3]dioxol-5-yl)sulfonyl)piperidine-4-carboxamide S1C=NC2=C1C=CC(=C2)NC(=O)C2CCN(CC2)S(=O)(=O)C2=CC1=C(OC(O1)(F)F)C=C2